COC(C1=C(C=C(C(=C1)F)F)N)=O 2-amino-4,5-difluorobenzoic acid methyl ester